C(CCCCCCCCCCCCCC)OC[C@@H](OCCCCCCCCCCCCCCC)COP(=O)(O)OCC[N+](C)(C)C 1,2-dipentadecyl-sn-glycero-3-phosphorylcholine